magnesium ethyl-imidazole bromide [Br-].C(C)C=1NC=CN1.[Mg+2].[Br-]